CC1(CC1)O methyl-1-hydroxycyclopropane